tert-butyl (R)-3-(4-cyclohexyl-1,2,3,4-tetrahydroquinoxaline-1-carboxamido)pyrrolidine-1-carboxylate C1(CCCCC1)N1CCN(C2=CC=CC=C12)C(=O)N[C@H]1CN(CC1)C(=O)OC(C)(C)C